C(C1=CC=CC=C1)O[C@@H]1[C@@H]([C@@H](OSCC)O[C@@H]([C@H]1OCC1=CC=CC=C1)COCC1=CC=CC=C1)OCC1=CC=CC2=CC=CC=C12 ethylthio 3,4,6-tri-O-benzyl-2-O-naphthylmethyl-α-D-mannopyranoside